Carboxy-L-Glutamic acid C(=O)(O)N[C@@H](CCC(=O)O)C(=O)O